C(C)(C)C=1C=C2CCC(N(C2=CC1)S(=O)(=O)C=1C=CC(=C(CO)C1)OCC1CCOCC1)CC 5-((6-isopropyl-2-ethyl-3,4-dihydroquinolin-1(2H)-yl)sulfonyl)-2-((tetrahydro-2H-pyran-4-yl)methoxy)benzyl alcohol